CN[Pb]Br Methylaminolead bromide